C(#C)C=1C=NC=C(C1)C#CC 3-ethynyl-5-(prop-1-yn-1-yl)pyridine